ClC1=CC=C2C(=N1)N(N=C2)CCC(C)C 6-chloro-1-isopentyl-1H-pyrazolo[3,4-b]pyridine